9,10-bis(biphenyl-2-yl)-N-[4-(9H-carbazole-9-yl)phenyl]-N-phenylanthracen-2-amine C1(=C(C=CC=C1)C=1C2=CC=CC=C2C(=C2C=CC(=CC12)N(C1=CC=CC=C1)C1=CC=C(C=C1)N1C2=CC=CC=C2C=2C=CC=CC12)C1=C(C=CC=C1)C1=CC=CC=C1)C1=CC=CC=C1